NC1=C2C(=NC=N1)N(N=C2C2=CC=C(C=C2)OC2=CC=CC=C2)[C@H]2CN(CCC2)C(=O)C=2C=NC(=NC2)N (R)-(3-(4-amino-(4-phenoxyphenyl)-1H-pyrazolo[3,4-d]pyrimidin-1-yl)piperidin-1-yl)(2-aminopyrimidin-5-yl)methanone